C(C1=CC=CC=C1)OC[C@H](CO)O (2S)-3-(benzyloxy)propane-1,2-diol